butyl propionate (Butyl propionate) C(CCC)C(C(=O)O)C.C(CC)(=O)OCCCC